N-(1-(5-(3-cyano-6-ethoxypyrazolo[1,5-a]pyridin-4-yl)pyridin-2-yl)-4-((3-hydroxy-3-methylazetidin-1-yl)methyl)piperidin-4-yl)-5-fluoro-2-methylbenzamide C(#N)C=1C=NN2C1C(=CC(=C2)OCC)C=2C=CC(=NC2)N2CCC(CC2)(CN2CC(C2)(C)O)NC(C2=C(C=CC(=C2)F)C)=O